COC(=O)C1C(NC(CC1)=O)C1=C(C=CC(=C1)F)Cl 2-(2-chloro-5-fluorophenyl)-6-oxopiperidine-3-carboxylic acid methyl ester